N-({5-chloro-6-[(1,4-dioxan-2-yl)methoxy]-2-indolyl}methyl)1-methylcyclopropanecarboxamide ClC=1C=C2C=C(NC2=CC1OCC1OCCOC1)CNC(=O)C1(CC1)C